carbon vanadium sodium phosphate P(=O)([O-])([O-])[O-].[Na+].[V+5].[C+4]